methylenenorbornenone C=C1C(C2C=CC1C2)=O